(R)-N-(1-(4-((4-amino-7-methyl-5-(4-((6-methylpyridin-2-yl)oxy)phenyl)-7H-pyrrolo[2,3-d]pyrimidin-6-yl)ethynyl)piperidin-1-yl)-3-hydroxy-1-oxopropan-2-yl)acrylamide NC=1C2=C(N=CN1)N(C(=C2C2=CC=C(C=C2)OC2=NC(=CC=C2)C)C#CC2CCN(CC2)C([C@@H](CO)NC(C=C)=O)=O)C